3-((S)-2-hydroxy-3-((R)-8-(quinolin-6-ylsulfonyl)-1-oxa-8-azaspiro[4.5]decan-3-ylamino)propoxy)-N-methylbenzenesulfonamide O[C@H](COC=1C=C(C=CC1)S(=O)(=O)NC)CN[C@H]1COC2(C1)CCN(CC2)S(=O)(=O)C=2C=C1C=CC=NC1=CC2